FC1=C2[C@@H]3[C@@H](C[C@H](C2=CC(=C1N1CC(NS1(=O)=O)=O)O)C3)NCCC(C)C 5-((1R,3R,4R)-5-fluoro-7-hydroxy-3-(isopentylamino)-1,2,3,4-tetrahydro-1,4-methanonaphthalen-6-yl)-1,2,5-thiadiazolidin-3-one 1,1-dioxide